1-(4-iodophenyl)dihydropyrimidine-2,4(1H,3H)-dione IC1=CC=C(C=C1)N1C(NC(CC1)=O)=O